(1R,3R,4R)-2-((S)-2-((3-chlorophenyl)amino)-3-cyclopropylpropanoyl)-N-((R)-1-cyano-2-((R)-2-oxopiperidin-3-yl)ethyl)-5,5-difluoro-2-azabicyclo[2.2.2]octane-3-carboxamide ClC=1C=C(C=CC1)N[C@H](C(=O)N1[C@H]2CC([C@@H]([C@@H]1C(=O)N[C@H](C[C@@H]1C(NCCC1)=O)C#N)CC2)(F)F)CC2CC2